C1(CC1)[C@@H](C)N[C@@H](C(F)(F)F)C ((R)-1-cyclopropylethyl)((R)-1,1,1-trifluoropropan-2-yl)amine